N[C@@H]1C2=CC=CC=C2CC12CCN(CC2)C2=NC(=C(C(=N2)C(=O)O)C2=C(C(=CC=C2)Cl)Cl)C 2-((S)-1-amino-1,3-dihydrospiro[indene-2,4'-piperidin]-1'-yl)-5-(2,3-dichlorophenyl)-6-methylpyrimidine-4-carboxylic acid